1-(1-(5-methyl-6-((1R,5S)-2-oxo-3-azabicyclo[3.1.0]hexan-3-yl)pyridin-3-yl)ethyl)-1H-pyrazole-4-carboxylic acid CC=1C=C(C=NC1N1C([C@@H]2C[C@@H]2C1)=O)C(C)N1N=CC(=C1)C(=O)O